7-Amino-6-(3-methoxy-2,6-dimethylphenyl)-4-(4-azabicyclo[2.2.2]oct-7-yloxy)furo[2,3-d]pyrrolo[2,3-b]pyridine-8-carbonitrile NC1=C(C=2C(=NC(=C3C2OC=C3)OC3C2CCN(CC2)C3)N1C1=C(C(=CC=C1C)OC)C)C#N